Ethyl-(9Z,12Z)-octadeca-9,12-dienal C(C)C(C=O)CCCCCC\C=C/C\C=C/CCCCC